anilinesalicylaldehyde N(C1=CC=CC=C1)C=1C=CC=C(C1C=O)O